FC=1C(=NC=CC1)CNC1=NC=CC2=C1N=C(O2)CCNCCC2=NC1=C(N2CCOC)C=CC=C1 N-((3-fluoropyridin-2-yl)methyl)-2-(2-((2-(1-(2-methoxyethyl)-1H-benzo[d]imidazol-2-yl)ethyl)amino)ethyl)oxazolo[4,5-c]pyridin-4-amine